(4R)-N-[2-chloro-3-(4,4,5,5-tetramethyl-1,3,2-dioxaborolan-2-yl)phenyl]-4-[(3R)-3-hydroxypyrrolidin-1-yl]-4,5,6,7-tetrahydropyrazolo[1,5-a]pyridine-2-carboxamide ClC1=C(C=CC=C1B1OC(C(O1)(C)C)(C)C)NC(=O)C1=NN2C([C@@H](CCC2)N2C[C@@H](CC2)O)=C1